tri(indolyl)phosphine N1C(=CC2=CC=CC=C12)P(C=1NC2=CC=CC=C2C1)C=1NC2=CC=CC=C2C1